4,4-difluoro-1-(3-(methylsulfonyl)benzoyl)-D-prolinamide FC1(C[C@@H](N(C1)C(C1=CC(=CC=C1)S(=O)(=O)C)=O)C(=O)N)F